C(C)[C@H]1N(CCCC1)C1=NC=C(C=N1)B1OC(C(O1)(C)C)(C)C (R)-2-(2-ethylpiperidin-1-yl)-5-(4,4,5,5-tetramethyl-1,3,2-dioxaborolan-2-yl)pyrimidine